N-(4-(4-amino-1-isopropyl-7-((1r,4r)-4-((2-methoxyethyl)amino)cyclohexyl)-1H-pyrazolo[4,3-c]pyridin-3-yl)-2,5-difluorophenyl)-1-(2-chlorophenyl)methanesulfonamide NC1=NC=C(C2=C1C(=NN2C(C)C)C2=CC(=C(C=C2F)NS(=O)(=O)CC2=C(C=CC=C2)Cl)F)C2CCC(CC2)NCCOC